2,4-dioxo-1-(5-pyrimidinylmethyl)-3-[3-(trifluoromethyl)phenyl]-2H-pyrido[1,2-a]pyrimidine O=C1N(C=2N(C(C1C1=CC(=CC=C1)C(F)(F)F)=O)CC=CC2)CC=2C=NC=NC2